3-((4-(1-(4-(4-(4-chloro-7,7-dimethyl-5-oxo-5,7-dihydroindolo[1,2-a]quinazolin-9-yl)piperidin-1-yl)cyclohexane-1-carbonyl)piperidin-4-yl)phenyl)amino)piperidine-2,6-dione ClC=1C=2C(N=C3N(C2C=CC1)C1=CC=C(C=C1C3(C)C)C3CCN(CC3)C3CCC(CC3)C(=O)N3CCC(CC3)C3=CC=C(C=C3)NC3C(NC(CC3)=O)=O)=O